N-(4-((4-methoxybenzyl)amino)-5-(propanoyl-3,3,3-d3)pyridin-2-yl)cyclopropanecarboxamide (R)-tert-butyl-(1-cyclobutylpiperidin-3-yl)carbamate C(C)(C)(C)N(C(O)=O)[C@H]1CN(CCC1)C1CCC1.COC1=CC=C(CNC2=CC(=NC=C2C(CC([2H])([2H])[2H])=O)NC(=O)C2CC2)C=C1